ClC1=C(C(=NC(=N1)SC)N)[N+](=O)[O-] 6-chloro-2-(methylthio)-5-nitropyrimidin-4-amine